2-(1-Phenylpropyl)benzene-1,3,5-triol C1(=CC=CC=C1)C(CC)C1=C(C=C(C=C1O)O)O